5-bromo-3-(2-(dimethylamino)ethyl)-1,3-benzoxazol-2(3H)-one BrC=1C=CC2=C(N(C(O2)=O)CCN(C)C)C1